demEthyldecadienoat C(C=CC=CCCCC)(=O)[O-]